ClC1=C(C=C(OCC(=O)NC23CC(C2)(C3)NC(COCCC3=CC(=CC=C3)N(C)C)=O)C=C1)F 2-(4-chloro-3-fluorophenoxy)-N-[3-(2-{2-[3-(dimethylamino)phenyl]ethoxy}-acetylamino)bicyclo[1.1.1]pentan-1-yl]acetamide